7-((5S)-1-(4-amino-7-fluoro-1-methyl-1H-pyrazolo[4,3-c]quinoline-8-carbonyl)-5-methylpiperidin-2-yl)spiro[benzo[b][1,4]oxazine-2,1'-cyclopropane]-3(4H)-one NC1=NC=2C=C(C(=CC2C2=C1C=NN2C)C(=O)N2C(CC[C@@H](C2)C)C=2C=CC1=C(OC3(CC3)C(N1)=O)C2)F